OCOCO monohydroxymethyl ether